trans-2-amino-cyclohexanol N[C@H]1[C@@H](CCCC1)O